(E)-N-((1,2,3,5,6,7-hexahydro-s-indacen-4-yl)carbamoyl)-3-(isopropylamino)prop-1-ene-1-sulfonamide C1CCC2=C(C=3CCCC3C=C12)NC(=O)NS(=O)(=O)\C=C\CNC(C)C